(R)-4-(1-(4-([1,4'-bipiperidine]-1'-yl)-2-fluorophenyl)-3-(3-aminopiperidine-1-carbonyl)-1H-pyrazole-5-yl)-2-fluorobenzonitrile N1(CCCCC1)C1CCN(CC1)C1=CC(=C(C=C1)N1N=C(C=C1C1=CC(=C(C#N)C=C1)F)C(=O)N1C[C@@H](CCC1)N)F